methyl 1-phenyl-2,3,4,9-tetrahydro-1H-pyrido[3,4-b]indole-3-carboxylate C1(=CC=CC=C1)C1NC(CC2=C1NC1=CC=CC=C21)C(=O)OC